5-formyl-5,6,7,8-tetrahydrofolic acid C(=O)N1C=2C(NC(=NC2NCC1CNC1=CC=C(C(N[C@@H](CCC(=O)O)C(=O)O)=O)C=C1)N)=O